1-(4-methoxyphenyl)-3-acetoxy-4-(3-tert-butyldimethylsilyloxy-1-propynyl)-2-azetidinone COC1=CC=C(C=C1)N1C(C(C1C#CCO[Si](C)(C)C(C)(C)C)OC(C)=O)=O